2,2'-methylenebis(6-tert-butyl-4-hydroxytoluene) C(C1=C(C)C(=CC(=C1)O)C(C)(C)C)C1=C(C)C(=CC(=C1)O)C(C)(C)C